Benzyldimethyl-tetradecyl-ammonium chloride hydrate O.[Cl-].C(C1=CC=CC=C1)[N+](CCCCCCCCCCCCCC)(C)C